ClC=1C=CC(=C2CN(C(C12)=O)C)OC1CC2(CN(C2)CCCC2=CC(N(C=C2F)C)=O)C1 7-chloro-4-[[2-[3-(5-fluoro-1-methyl-2-oxo-4-pyridyl)propyl]-2-azaspiro[3.3]heptan-6-yl]oxy]-2-methyl-isoindolin-1-one